N-(4-(3-azabicyclo[3.1.1]heptane-3-yl)-3,5-difluorophenyl)-2-(3,3-dimethyl-azetidin-1-yl)-5-ethyl-oxazole-4-carboxamide C12CN(CC(C1)C2)C2=C(C=C(C=C2F)NC(=O)C=2N=C(OC2CC)N2CC(C2)(C)C)F